NCC1=CC=C(C=C1)NC(=O)C1=CC=2C=3C(COC2C=C1N1[C@H](CCC1)C(=O)OC)=CSC3 (R)-methyl 1-(8-((4-(aminomethyl)phenyl)carbamoyl)-4H-thieno[3,4-c]chromen-7-yl)pyrrolidine-2-carboxylate